FC(CO)(CO)F 2,2-difluoro-1,3-propylene glycol